FC1=C(C=CC(=C1)F)SC methyl (2,4-difluorophenyl) sulfide